4-(5-(2,6-dimethylphenoxy)-1-(2-hydroxy-2-methylpropyl)-3-(2-hydroxyethoxy)-1H-indazol-6-yl)-N-ethyl-6-methyl-7-oxo-6,7-dihydro-1H-pyrrolo[2,3-c]pyridine-2-carboxamide CC1=C(OC=2C=C3C(=NN(C3=CC2C=2C3=C(C(N(C2)C)=O)NC(=C3)C(=O)NCC)CC(C)(C)O)OCCO)C(=CC=C1)C